ClC1=CC(=C(C=N1)NC(=O)C1(CN(C1)S(NCCOC)(=O)=O)C1=C(C=CC=C1)C(C)C)OC N-(6-chloro-4-methoxypyridin-3-yl)-3-(2-isopropylphenyl)-1-(N-(2-methoxyethyl)sulfamoyl)azetidine-3-carboxamide